SC(CC(=O)OCC(CO)(CO)CO)(S)S pentaerythritol trimercaptopropionate